O1C(=NN=C1)C1CN(C1)C(=O)OC(C)(C)C tert-butyl 3-(1,3,4-oxadiazol-2-yl)azetidine-1-carboxylate